1,1,2,2-tetrachloro-1,2-difluoro-ethane ClC(C(F)(Cl)Cl)(F)Cl